(R)-2,2-difluoro-N-(3-(6-((S)-1-hydroxybutyl)-4-methylpyridin-3-yl)-1,6-naphthyridin-7-yl)cyclopropane-1-carboxamide FC1([C@H](C1)C(=O)NC1=NC=C2C=C(C=NC2=C1)C=1C=NC(=CC1C)[C@H](CCC)O)F